N-(6-fluoro-2-methylpyrazolo[1,5-a]pyridin-5-yl)-4-(piperazin-1-yl)-2,3-dihydro-1H-pyrrolo[2,3-b]pyridine-1-carboxamide 2,2,2-trifluoroacetate FC(C(=O)O)(F)F.FC=1C(=CC=2N(C1)N=C(C2)C)NC(=O)N2CCC=1C2=NC=CC1N1CCNCC1